OC1=NC=2C=CC=C(C2C=C1)S(=O)(=O)O hydroxyquinoline-5-sulfonic acid